(4-chlorophenyl)-1-(2,6-dibromophenoxy)propan-2-ol ClC1=CC=C(C=C1)C(C(C)O)OC1=C(C=CC=C1Br)Br